(2R,3R)-2-(2,5-difluorophenyl)-3-((3-(pyridin-2-yl)propyl)disulfanyl)-1-(1H-1,2,4-triazol-1-yl)butan-2-ol FC1=C(C=C(C=C1)F)[C@@](CN1N=CN=C1)([C@@H](C)SSCCCC1=NC=CC=C1)O